C(C1=CC=CC=C1)OC1=CC(=NC(=C1C1=CC(=C(C=C1)OC)F)C1=CC(=C(C=C1)C#N)F)N1CCC(CC1)NC(OC(C)(C)C)=O tertiary Butyl (1-(4-(benzyloxy)-6-(4-cyano-3-fluorophenyl)-5-(3-fluoro-4-methoxyphenyl)pyridin-2-yl) piperidin-4-yl)carbamate